BrC1=NN(C(=C1[C@@H]1[C@H](C(N(C1)C)=O)C(=O)NC1=C(C(=CC=C1)F)OC)Cl)C (3S,4S)-4-(3-bromo-5-chloro-1-methyl-pyrazol-4-yl)-N-(3-fluoro-2-methoxy-phenyl)-1-methyl-2-oxo-pyrrolidine-3-carboxamide